FC(C1=C(C=C(C=C1)C(F)(F)F)S(=O)(=O)NC=1C(=C(C(=CC1)F)C=1C=C2C=NC(=NC2=CC1)NC(C(C)(C)C)=O)F)(F)F N-(6-(3-(2,5-bis(trifluoromethyl)phenylsulfonamido)-2,6-difluorophenyl)quinazolin-2-yl)pivalamide